OC[C@H]1CN(CCN1)CC1CCN(CC1)C1=CC=C2C(=NN(C2=C1)C)C1C(NC(CC1)=O)=O 3-(6-(4-(((R)-3-(hydroxymethyl)piperazin-1-yl)methyl)piperidin-1-yl)-1-methyl-1H-indazol-3-yl)piperidine-2,6-dione